CN(CCN(C1=NC=C(C(=N1)C#C)C(=O)N)C)C 2-((2-(Dimethylamino)ethyl)(methyl)amino)-4-ethynylpyrimidine-5-carboxamide